(S)-5-(3-(1,3-dimethyl-1H-pyrazol-4-yl)phenyl)-5-ethyl-3-fluoro-8,8-dimethyl-5,8,9,10-tetrahydrobenzo[b][1,8]naphthyridin-6(7H)-one CN1N=C(C(=C1)C=1C=C(C=CC1)[C@@]1(C2=C(NC=3N=CC(=CC13)F)CC(CC2=O)(C)C)CC)C